3-bromo-2,3-dihydrobenzofuran-7-carboxylate BrC1COC2=C1C=CC=C2C(=O)[O-]